Tert-butyl (3S,4R)-3-hydroxy-4-((4-(trifluoromethyl)phenyl)amino)piperidine-1-carboxylate O[C@H]1CN(CC[C@H]1NC1=CC=C(C=C1)C(F)(F)F)C(=O)OC(C)(C)C